4-(tributyl-stannyl)Pyridazine C(CCC)[Sn](C1=CN=NC=C1)(CCCC)CCCC